C(C1=CC=CC=C1)(C1=CC=CC=C1)N1C(C1C1COC1)C(=O)O 1-benzhydryl-3-(oxetan-3-yl)aziridine-2-carboxylic acid